trans-(4SR,3SR)-4-(pyridin-2-yldithio)tetrahydrofuran-3-ol N1=C(C=CC=C1)SS[C@@H]1[C@H](COC1)O |r|